C[C@@H]1[C@@H](C1)C(=O)NC=1N=CC2=C(N=CC(=C2C1)C1=NN2C(C=CC(=C2)N2C[C@H](OCC2)C)=N1)NC (1R,2S)-2-methyl-N-(8-(methylamino)-5-(6-((R)-2-methylmorpholino)-[1,2,4]triazolo[1,5-a]pyridin-2-yl)-2,7-naphthyridin-3-yl)cyclopropane-1-carboxamide